OC1=CC=C(C=C1)/C(=C(\CC)/C1=CC=CC=C1)/C1=CC=C(OCC2C(C2)CCN2CCN(CC2)C=2C=C3CN(C(C3=CC2)=O)C2C(NC(CC2)=O)=O)C=C1 (Z)-3-(5-(4-(2-(2-((4-(1-(4-hydroxyphenyl)-2-phenylbut-1-en-1-yl)phenoxy)methyl)cyclopropyl)ethyl)piperazin-1-yl)-1-oxoisoindolin-2-yl)piperidine-2,6-dione